COC(C1=C(C=C(C=C1)Cl)Cl)=O 2,4-Dichlorobenzoic acid methyl ester